phosphomethylmaleate P(=O)(=O)C/C(/C(=O)[O-])=C/C(=O)[O-]